CCCCCCCCCCCCCCCC[C@H](C(=O)[O-])O The molecule is a 2-hydroxyoctadecanoate that has R configuration. The conjugate base of (R)-2-hydroxyoctadecanoic acid. It is a conjugate base of a (R)-2-hydroxyoctadecanoic acid. It is an enantiomer of a (S)-2-hydroxyoctadecanoate.